S1SC(C=C1)CCCCCC(=O)O 1,2-dithiol-3-caproic acid